tert-butyl (S)-3-(4-(3-cyano-4-((R)-1-(3-fluoropyridin-2-yl)ethoxy)pyrazolo[1,5-a]pyridin-6-yl)-5-methyl-1H-pyrazol-1-yl)piperidine-1-carboxylate C(#N)C=1C=NN2C1C(=CC(=C2)C=2C=NN(C2C)[C@@H]2CN(CCC2)C(=O)OC(C)(C)C)O[C@H](C)C2=NC=CC=C2F